1-(4-(((6-(piperidin-4-yl)pyridin-2-yl)oxy)methyl)-3-fluoro-phenyl)ethan-1-one N1CCC(CC1)C1=CC=CC(=N1)OCC1=C(C=C(C=C1)C(C)=O)F